6-((4-(tert-butoxycarbonyl)phenyl)(hydroxy)methyl)pyridinecarboxylic acid methyl ester COC(=O)C1=NC(=CC=C1)C(O)C1=CC=C(C=C1)C(=O)OC(C)(C)C